ClC1=CC=C(C=C1)C1=NN(C(=C1)O)C1=NC(=C(N=C1C)C)C 3-(4-chlorophenyl)-1-(3,5,6-trimethylpyrazin-2-yl)-1H-pyrazol-5-ol